BrC=1C(=C2C(=NC1)NC[C@]21C[C@H](CC1)N1C(OCC1)=O)Cl |r| 3-((1RS,3SR)-5'-Bromo-4'-chloro-1',2'-dihydrospiro[cyclopentane-1,3'-pyrrolo[2,3-b]pyridin]-3-yl)oxazolidin-2-one